3-(2-(4-Methoxybenzoyl)-1,2,3,4-tetrahydroisoquinolin-5-yl)-3-(1-methyl-1H-benzo[d][1,2,3]triazol-5-yl)propionic acid methyl ester COC(CC(C1=CC2=C(N(N=N2)C)C=C1)C1=C2CCN(CC2=CC=C1)C(C1=CC=C(C=C1)OC)=O)=O